ClC1=NC(=NC=N1)N1CC2(C1)C[C@@H](CC2)N2CCC(CC2)C2=C(OCC(C)(O)C)C=CC=C2 (R)-1-(2-(1-(2-(4-chloro-1,3,5-triazin-2-yl)-2-azaspiro[3.4]oct-6-yl)piperidin-4-yl)phenoxy)-2-methylpropan-2-ol